(R)-1-(5-chloro-2-ethoxy-4-fluoro-3-((R)-5-oxopyrrolidin-3-yl)phenyl)ethyl methanesulfonate CS(=O)(=O)O[C@H](C)C1=C(C(=C(C(=C1)Cl)F)[C@@H]1CNC(C1)=O)OCC